N,N-dimethyl-3,5-di-tert-butylaniline CN(C1=CC(=CC(=C1)C(C)(C)C)C(C)(C)C)C